COC(\C=C\C=C\C)=O.C1(=CC=CC=C1)P(CCCCP(C1=CC=CC=C1)C1=CC=CC=C1)C1=CC=CC=C1 1,4-Bis(diphenylphosphino)butane (E,E)-methyl-sorbate